ClC1=C(C(N(C=C1)C1=NC=C(C(=C1)N1C(C=C(C=C1C)OCC1=NC=C(C=C1F)F)=O)C)=O)C(C)O chloro-4''-((3,5-difluoropyridin-2-yl)methoxy)-3-(1-hydroxyethyl)-5',6''-dimethyl-2H,2''H-[1,2':4',1''-terpyridin]-2,2''-dione